bis(2,4-ditertiary butylphenyl)pentaerythritol diphosphite OP(O)OP(O)O.C(C)(C)(C)C1=C(C=CC(=C1)C(C)(C)C)C(O)(C(CO)(CO)CO)C1=C(C=C(C=C1)C(C)(C)C)C(C)(C)C